COC1=C(N=C2C(=N1)NC(=N2)C(F)(F)F)NC2=CC=C(C=C2)CCCC 6-Methoxy-N-(4-(n-butyl)phenyl)-2-(trifluoromethyl)-1H-imidazo[4,5-b]pyrazin-5-amin